C1(CC1)C1=CC(=NC=2N1N=C(C2)C=2C(=CC(=NC2)N2C[C@H](CC2)C(=O)N)F)C(=O)N2[C@@H](C1=CC=CC=C1CC2)C (3S)-1-(5-{7-cyclopropyl-5-[(1R)-1-methyl-1,2,3,4-tetrahydroisoquinoline-2-carbonyl]-pyrazolo[1,5-a]pyrimidin-2-yl}-4-fluoropyridin-2-yl)pyrrolidine-3-carboxamide